(R)-2-(((4-aminopyrimidin-5-yl)(cyclopropyl)methyl)amino)ethan-1-ol NC1=NC=NC=C1[C@@H](C1CC1)NCCO